(R)-(4-(cyclopropylmethyl)morpholin-2-yl)methanol 2,2-difluoro-2-triphenylphosphaniumyl-acetate FC(C(=O)OC[C@H]1CN(CCO1)CC1CC1)([P+](C1=CC=CC=C1)(C1=CC=CC=C1)C1=CC=CC=C1)F